(R)-N-((R)-1-(3-ethyl-2-(isoindolin-2-yl)-6-methyl-4-oxo-3,4-dihydroquinazolin-8-yl)ethyl)-2-methylpropane-2-sulfinamide C(C)N1C(=NC2=C(C=C(C=C2C1=O)C)[C@@H](C)N[S@](=O)C(C)(C)C)N1CC2=CC=CC=C2C1